2-(1-(4-Amino-3-(1H-indazol-4-yl)-1H-pyrazolo[3,4-d]pyrimidin-1-yl)ethyl)-3-(3-Fluorophenyl)-4H-chromen-4-one NC1=C2C(=NC=N1)N(N=C2C2=C1C=NNC1=CC=C2)C(C)C=2OC1=CC=CC=C1C(C2C2=CC(=CC=C2)F)=O